Cyclopropanecarboxylic acid (3-{6-amino-8-[6-(5-methyl-furan-2-yl)-benzo[1,3]dioxol-5-ylsulfanyl]-purin-9-yl}-propyl)-amide NC1=C2N=C(N(C2=NC=N1)CCCNC(=O)C1CC1)SC1=CC2=C(OCO2)C=C1C=1OC(=CC1)C